5-[4-amino-5-(trifluoromethyl)pyrrolo[2,1-f][1,2,4]triazin-7-yl]-2-chloro-N-[(3R,4S)-1-(2,5-difluorobenzoyl)-4-fluoropyrrolidin-3-yl]benzamide NC1=NC=NN2C1=C(C=C2C=2C=CC(=C(C(=O)N[C@@H]1CN(C[C@@H]1F)C(C1=C(C=CC(=C1)F)F)=O)C2)Cl)C(F)(F)F